C(C)(C)(C)OC(NC=1C=C2CC\3C(OC(/C3=C/O[C@H]3OC(C(=C3)C)=O)=O)C2=CC1)=O (±)-Tert-butyl-((E)-3-((((S)-4-methyl-5-oxo-2,5-dihydrofuran-2-yl)oxy)methylene)-2-oxo-3,3a,4,8b-tetrahydro-2H-indeno[1,2-b]furan-6-yl)carbamate